2-methoxyethyl (1s,2r,5r)-3-((4-(4-chlorobenzoyl) piperazin-1-yl) sulfonyl)-2-(((tetrahydro-2H-pyran-2-yl) oxy) carbamoyl)-3,8-diazabicyclo[3.2.1]octane-8-carboxylate ClC1=CC=C(C(=O)N2CCN(CC2)S(=O)(=O)N2[C@H]([C@@H]3CC[C@H](C2)N3C(=O)OCCOC)C(NOC3OCCCC3)=O)C=C1